BrC1=CC=2C3(C4=CC(=CC=C4C2C=C1)Br)C1=CC=CC=C1C=1C=CC=CC13 2,7-dibromo-9,9'-spirobi[fluorene]